ClC=1C=CC2=C(C(=C(CO2)F)O)C1 (3S,4R)-6-chloro-3-fluoro-benzopyran-4-ol